CC=1SC2=C(C1C(=O)N)C=C(C=C2)OCC2=NC=CC=C2 2-methyl-5-[(pyridin-2-yl)methoxy]-1-benzothiophene-3-carboxamide